C(=O)O.N1(CCC1)CC1=C(CNC2=CC(=C(C(=C2)F)S(=O)(=O)NC=2N=CSC2)F)C(=CC=C1)C 4-((2-(azetidin-1-ylmethyl)-6-methylbenzyl)amino)-2,6-difluoro-N-(thiazol-4-yl)benzenesulfonamide formate